amino-1-(3-chloro-2-fluorophenyl)-7-cyclopropylpyrido[2,3-d]pyrimidin-2-one NC=1C2=C(N(C(N1)=O)C1=C(C(=CC=C1)Cl)F)N=C(C=C2)C2CC2